N-((1H-pyrrolo[3,2-c]pyridin-2-yl)methyl)-2-(6-oxo-5-((4-(4-phenoxyphenyl)butyl)amino)-2-phenylpyrimidin-1(6H)-yl)acetamide N1C(=CC=2C=NC=CC21)CNC(CN2C(=NC=C(C2=O)NCCCCC2=CC=C(C=C2)OC2=CC=CC=C2)C2=CC=CC=C2)=O